[Si](C)(C)(C(C)(C)C)OC1=CC=C(C(=O)O)C=C1 4-(tert-butyldimethylsilyloxy)benzoic acid